FC(CN1N=CC=2C1=NC(=CN2)N[C@@H](C)C=2C=C(C=CC2)NC(C2=CN=CC(=C2)C)=O)F (S)-N-(3-(1-((1-(2,2-difluoroethyl)-1H-pyrazolo[3,4-b]pyrazin-6-yl)amino)ethyl)phenyl)-5-methylnicotinamide